[1-[2-[3,5-bis(trifluoromethyl)pyrazol-1-yl]acetyl]-4-piperidyl]-N-tetralin-1-yl-pyridine-2-carboxamide FC(C1=NN(C(=C1)C(F)(F)F)CC(=O)N1CCC(CC1)C=1C(=NC=CC1)C(=O)NC1CCCC2=CC=CC=C12)(F)F